2-(3-((5-fluoro-2-methoxy-4-(methylsulfonyl)phenyl)amino)prop-1-yn-1-yl)-3-(2,2,2-trifluoroethyl)benzofuran FC=1C(=CC(=C(C1)NCC#CC=1OC2=C(C1CC(F)(F)F)C=CC=C2)OC)S(=O)(=O)C